[Fe].[Ni].[Li] lithium nickel-iron